C1(CC1)CN1C(=C(C2=CC(=CC(=C12)C=1C(=NC(=CC1)C)CC)N1N(C2=C(C1)CN(C2)C=O)C)F)C2CNCCC2 2-(S)-(1-(cyclopropylmethyl)-7-(2-ethyl-6-methylpyridin-3-yl)-3-fluoro-2-(piperidin-3-yl)-1H-indol-5-yl)(1-methylpyrrolo[3,4-c]pyrazol-5(1H,4H,6H)-yl)methanone